C(C)(C)(C)OC(=O)N1CC2C(C2C1)C(=O)O trans-3-aza-bicyclo[3.1.0]hexane-3,6-dicarboxylic acid 3-tert-butyl ester